6-chloro-4-methoxy-3-spiro[3.3]heptan-2-yl-pyridazine ClC1=CC(=C(N=N1)C1CC2(C1)CCC2)OC